C1CCC12CCN(CC2)C(=O)C=2C=NN1C2C=CC=C1C1=CC=C2CNC(C2=C1)=O 6-(3-(7-azaspiro[3.5]nonane-7-carbonyl)pyrazolo[1,5-a]pyridin-7-yl)isoindolin-1-one